N1CC(C1)C(=O)N1CCN(CC1)C1=CC=C(N=N1)C=1C=C(C=2N(C1)N=CC2C#N)OC 6-(6-(4-(azetidine-3-carbonyl)piperazin-yl)pyridazin-3-yl)-4-methoxypyrazolo[1,5-a]pyridine-3-carbonitrile